C(#N)CC(=O)OC1CC(C(CC1)N(C1=C2C(=NC=C1C(=O)OC)NC=C2)C)C methyl 4-((4-(2-cyanoacetoxy)-2-methylcyclohexyl) (methyl) amino)-1H-pyrrolo[2,3-b]pyridine-5-carboxylate